((1r,4r)-4-(((2-((2-(1-(Cyclopropylsulfonyl)-1H-pyrazol-4-yl)pyrimidin-4-yl)amino)-5-((1-(2-fluoroethyl)-1H-pyrazol-4-yl)ethynyl)pyridin-4-yl)amino)methyl)cyclohexyl)methanol C1(CC1)S(=O)(=O)N1N=CC(=C1)C1=NC=CC(=N1)NC1=NC=C(C(=C1)NCC1CCC(CC1)CO)C#CC=1C=NN(C1)CCF